N-(2-(4-((R)-4-cyclopropyl-3-methylpiperazine-1-yl)piperidine-1-yl)-4-methoxy-5-((6-((R)-3-(naphthalene-1-yl)isoxazolidine-2-yl)pyrimidine-4-yl)amino)-phenyl)acrylamide C1(CC1)N1[C@@H](CN(CC1)C1CCN(CC1)C1=C(C=C(C(=C1)OC)NC1=NC=NC(=C1)N1OCC[C@@H]1C1=CC=CC2=CC=CC=C12)NC(C=C)=O)C